acryloyl-CoA C(C=C)(=O)SCCNC(CCNC([C@@H](C(COP(OP(OC[C@@H]1[C@H]([C@H]([C@@H](O1)N1C=NC=2C(N)=NC=NC12)O)OP(=O)(O)O)(=O)O)(=O)O)(C)C)O)=O)=O